3-Ethyliminomethylenamino-N,N-dimethylpropan-1-amin C(C)N=CCC(N(C)C)N=C